OCC1CCC(CC1)C=1SC2=C(N1)C=C(C=C2)C(C)(C)O [2-[4-(hydroxymethyl)cyclohexyl]]-5-(1-hydroxy-1-methyl-ethyl)-1,3-benzothiazole